Tri-tert-butylbutane-1,3,3-tricarboxylate C(C)(C)(C)OC(=O)CCC(C)(C(=O)OC(C)(C)C)C(=O)OC(C)(C)C